NC1CN(CC1)C1=C(C=C2C(C(=CN(C2=N1)C1=C(C=C(C=C1)F)F)C(=O)O)=O)F 7-(3-aminopyrrolidin-1-yl)-1-(2,4-difluorophenyl)-6-fluoro-4-oxo-1,4-dihydro-1,8-naphthyridine-3-carboxylic acid